C(C)(=O)OC=1C=CC=2NC3=CC=C(C=C3OC2C1)OC(C)=O 10H-phenoxazine-3,7-diyl diacetate